O1CC[C@@H](C2=CC=CC=C12)NC(=O)C1=CC2=C(N=C(S2)C2CN(CC2)C(=O)OC(C)(C)C)C=C1 tert-butyl 3-(6-((S)-chroman-4-ylcarbamoyl)benzo[d]thiazol-2-yl)pyrrolidine-1-carboxylate